(R)-N-(2-fluoro-3-hydroxy-3-methylbutyl)-4-(isopropylamino)-6-(1H-pyrazol-4-yl)cinnoline-3-carboxamide F[C@H](CNC(=O)C=1N=NC2=CC=C(C=C2C1NC(C)C)C=1C=NNC1)C(C)(C)O